7-cyclopentyl-7H-pyrrolo[2,3-d]pyrimidine-6-carboxylate C1(CCCC1)N1C(=CC2=C1N=CN=C2)C(=O)[O-]